N-((2-(3-methoxypropyl)-1,6-naphthyridin-7-yl)methyl)-4-methyl-3-(methylsulfonyl)benzamide COCCCC1=NC2=CC(=NC=C2C=C1)CNC(C1=CC(=C(C=C1)C)S(=O)(=O)C)=O